4-fluoro-1-methyl-5-(1-(1-phenylethyl)-1H-pyrazol-4-yl)pyridin-2(1H)-one FC1=CC(N(C=C1C=1C=NN(C1)C(C)C1=CC=CC=C1)C)=O